4-((2,5-dichlorophenyl)amino)-1H-1,2,3-triazole-5-carboxylic acid ClC1=C(C=C(C=C1)Cl)NC=1N=NNC1C(=O)O